O1C(C1)C(CCOCC1=CC=CC=C1)OC(NC(C1=CC=CC=C1)=O)=O N-Benzoylcarbamic acid [1-(Oxiran-2-yl)-3-phenylmethoxypropyl] ester